(S)-ethyl 2-(1-(1-(3-chloro-5-fluoro-2-((4-methoxyphenoxy)methyl)phenyl)ethyl)-3-(2-ethoxy-2-oxoethyl)ureido)acetate ClC=1C(=C(C=C(C1)F)[C@H](C)N(C(=O)NCC(=O)OCC)CC(=O)OCC)COC1=CC=C(C=C1)OC